4,4-dihydroxy-8-({1-[(pyridin-4-yl)acetyl]azetidin-3-yl}oxy)-5-oxa-4-boranuidabicyclo[4.4.0]deca-1(6),7,9-triene-7-carboxylic acid disodium salt [Na+].[Na+].O[B-]1(CCC=2C=CC(=C(C2O1)C(=O)O)OC1CN(C1)C(CC1=CC=NC=C1)=O)O.O[B-]1(CCC=2C=CC(=C(C2O1)C(=O)O)OC1CN(C1)C(CC1=CC=NC=C1)=O)O